C(C)O.[Pt+2] Platinum (II) ethanol